ClC1=C(C=C(C(=C1)F)N1C(N(C(=CC1=O)C(F)(F)F)C)=O)C1=NOC(C1)(C(=O)O)C 3-(2-chloro-4-fluoro-5-(3-methyl-2,6-dioxo-4-trifluoromethyl-3,6-dihydropyrimidin-1(2H)-yl)phenyl)-5-methyl-4,5-dihydroisoxazole-5-carboxylic acid